(5-(4-((4-(1H-pyrazol-4-yl)phenyl)amino)-5-fluoropyrimidin-2-yl)isoindolin-2-yl)(tetrahydro-2H-pyran-4-yl)methanone N1N=CC(=C1)C1=CC=C(C=C1)NC1=NC(=NC=C1F)C=1C=C2CN(CC2=CC1)C(=O)C1CCOCC1